2-isopropoxy-1-isopropoxycarbonyl-1,2-dihydroquinoline C(C)(C)OC1N(C2=CC=CC=C2C=C1)C(=O)OC(C)C